FC(C1=NN=C(S1)N1C(N(C2=C1C=C(C=C2N2CCN(CC2)C(=O)OC(C)(C)C)S(NC2(COC2)CF)(=O)=O)CC)=O)F tert-butyl 4-(1-(5-(difluoromethyl)-1,3,4-thiadiazol-2-yl)-3-ethyl-6-(N-(3-(fluoromethyl)oxetan-3-yl)sulfamoyl)-2-oxo-2,3-dihydro-1H-benzo[d]imidazol-4-yl)piperazine-1-carboxylate